1-(4-(8-amino-3-cyclopropylimidazo[1,5-a]pyrazin-1-yl)-2-fluorophenyl)-3-(4-((4-(2-hydroxyethyl)piperazin-1-yl)methyl)-3-(trifluoromethyl)phenyl)urea NC=1C=2N(C=CN1)C(=NC2C2=CC(=C(C=C2)NC(=O)NC2=CC(=C(C=C2)CN2CCN(CC2)CCO)C(F)(F)F)F)C2CC2